N-acetyl-S-((2-(1-(isobutyryloxy)pentyl)benzoyl)thio)cysteine Kalium-Aluminium [Al].[K].C(C)(=O)N[C@@H](CSSC(C1=C(C=CC=C1)C(CCCC)OC(C(C)C)=O)=O)C(=O)O